(23Z,26Z)-13-((Z)-heptadec-8-en-1-yl)-3-(2-hydroxyethyl)-11,11-dimethyl-10,12,14-trioxa-3-aza-11-siladotriaconta-23,26-dien-1-ol C(CCCCCC\C=C/CCCCCCCC)C(O[Si](OCCCCCCN(CCO)CCO)(C)C)OCCCCCCCC\C=C/C\C=C/CCCCC